C(C)(=O)OC(CC[C@@H](C(=O)O)NC(=O)C1=CC=C(NCC2=CN=C3N=C(N)NC(=O)C3=N2)C=C1)=O Folyl acetate